FC1=C2C(=CNC2=CC=C1)C([C@@H]1NCCC1)=O (R)-4-fluoro-3-prolyl-1H-indole